C(C)[C@H]1NC[C@@H](NC1)C (2S,5R)-5-ethyl-2-methylpiperazine